N-(3-amino-2-hydroxypropyl)-4-(((2S,4R)-2-methyl-1-propionyl-1,2,3,4-tetrahydroquinolin-4-yl)amino)benzamide methyl-4-amino-2-(3-((tert-butoxycarbonyl)amino)prop-1-yn-1-yl)benzoate COC(C1=C(C=C(C=C1)N)C#CCNC(=O)OC(C)(C)C)=O.NCC(CNC(C1=CC=C(C=C1)N[C@@H]1C[C@@H](N(C2=CC=CC=C12)C(CC)=O)C)=O)O